(E)-4-(3,5-dichlorostyryl)-2-formoxyphenyl trifluoromethanesulfonate FC(S(=O)(=O)OC1=C(C=C(C=C1)\C=C\C1=CC(=CC(=C1)Cl)Cl)OC=O)(F)F